N[C@@H](CC[35S]C)C(=O)O [35S]methionine